N(=O)C1=C(C=C(C=C1)N1CCCC1)O 2-nitroso-5-(pyrrolidin-1-yl)phenol